(3S,4S)-4-[4-[3-Fluoro-4-[(1S)-1-(5-fluoro-2-pyridyl)-2-hydroxy-ethoxy]pyrazolo[1,5-a]pyridin-6-yl]-5-methyl-triazol-1-yl]-3-methyl-piperidine-1-carbonitrile FC=1C=NN2C1C(=CC(=C2)C=2N=NN(C2C)[C@@H]2[C@H](CN(CC2)C#N)C)O[C@H](CO)C2=NC=C(C=C2)F